C(C)(C)OC1=CC=C(C=C1)C(CC)N1C[C@@H](N(C[C@H]1C)C1=CC(N(C=2C=CC(=NC12)C#N)C)=O)C 8-((2s,5r)-4-(1-(4-isopropoxyphenyl)propyl)-2,5-dimethylpiperazin-1-yl)-5-methyl-6-oxo-5,6-dihydro-1,5-naphthyridine-2-carbonitrile